Cl.CC1=CC=C(C(=O)NC2=CC(=C(C=C2)CN2CCN(CC2)C)C(F)(F)F)C=C1 4-methyl-N-{4-[(4-methylpiperazin-1-yl)methyl]-3-(trifluoromethyl)phenyl}benzamide monohydrochloride